The molecule is a pyrazole that is 1H-pyrazole bearing three 4-hydroxyphenyl substituents at positions 1, 3 and 5 as well as a propyl substituent at position 4. Potent, subtype-selective estrogen receptor agonist (EC50 ~ 200 pM); displays 410-fold selectivity for ERalpha over ERbeta. Prevents ovariectomy-induced weight gain and loss of bone mineral density, and induces gene expression in the hypothalamus following systemic administration in vivo. It has a role as an estrogen receptor agonist. It is a member of pyrazoles and a member of phenols. CCCC1=C(N(N=C1C2=CC=C(C=C2)O)C3=CC=C(C=C3)O)C4=CC=C(C=C4)O